4-(2-bromo-5-methoxy-4-nitrophenyl)piperazine-1-carboxylic acid tert-butyl ester C(C)(C)(C)OC(=O)N1CCN(CC1)C1=C(C=C(C(=C1)OC)[N+](=O)[O-])Br